3,5-bis(t-butylperoxy)3,5-dimethyl-1,2-dioxolane C(C)(C)(C)OOC1(OOC(C1)(C)OOC(C)(C)C)C